ClC1=CC=CC=2CC(C12)=C(C(NC1=CC=C2C(=C1)NC(C21CCOCC1)=O)=O)NC(=O)C=1N(N=CC1)C N-{1-(5-chloro-7-bicyclo[4.2.0]oct-1(6),2,4-trienylidene)-2-oxo-2-[(2-oxospiro-[indoline-3,4'-tetrahydropyran]-6-yl)amino]ethyl}-2-methylpyrazole-3-carboxamide